NC1=NC=C(C(=N1)C(F)F)C1=NC(=NC(=N1)N1CCOCC1)N1CCN(CC1)C(=O)C1CCN(CC1)C(\C=C\CN1CCCCC1)=O (E)-1-(4-(4-(4-(2-amino-4-(difluoromethyl)pyrimidin-5-yl)-6-morpholino-1,3,5-triazin-2-yl)piperazine-1-carbonyl)piperidin-1-yl)-4-(piperidin-1-yl)but-2-en-1-one